C(C)N1[C@H]([C@@H](CC1)C1=CC=2C(=NC=CC2NC=2C=CC3=C(N=CS3)C2)S1)C N-(2-((2S,3R)-1-ethyl-2-methylpyrrolidin-3-yl)thieno[2,3-b]pyridin-4-yl)benzo[d]thiazol-5-amine